C(C)(C)SC1=CC=C(C=C1)C1=CC=C(C=C1)C(\C=C\C=1C=C2N=CC=NC2=CC1)=O (E)-1-(4'-(isopropylthio)-[1,1'-biphenyl]-4-yl)-3-(quinoxalin-6-yl)prop-2-en-1-one